C1(CC1)C1=NOC=C1C=1N=C(OC1)[C@@H]1CC12CCN(CC2)S(=O)(=O)N (1R)-1-[4-(3-cyclopropylisoxazol-4-yl)-1,3-oxazol-2-yl]-6-azaspiro[2.5]octane-6-sulfonamide